O(C1=C(C=CC=C1)N=C=O)C1=C(C=CC=C1)N=C=O oxydiphenylene diisocyanate